Cl.ClC=1C=NN2C1C(=CC(=C2)C=2N=NN(C2C)C2CCNCC2)O[C@H](C)C2=NN(C=C2)C 3-chloro-6-[5-methyl-1-(4-piperidinyl)triazol-4-yl]-4-[(1R)-1-(1-methylpyrazol-3-yl)ethoxy]pyrazolo[1,5-a]pyridine hydrochloride